1-methyl-4-(2-oxo-2,3-dihydro-1H-pyrido[2,3-b][1,4]Oxazin-6-yl)-1H-1,2,3-triazole-5-carboxylic acid CN1N=NC(=C1C(=O)O)C=1C=CC2=C(OCC(N2)=O)N1